C(C=C)(=O)[Cu].[W] tungsten alloyl-copper